ALLYLSULFID C(C=C)SCC=C